Cl.ClC1=C(C=CC=C1)C(C)(C)N 2-(2-chlorophenyl)propan-2-amine hydrochloride